1-(3-((4-chloro-2-fluorobenzyl)oxy)-4-fluorophenyl)piperazine TFA Salt OC(=O)C(F)(F)F.ClC1=CC(=C(COC=2C=C(C=CC2F)N2CCNCC2)C=C1)F